C[C@H]([C@]12CC(=C3[C@@]4([C@H]1[NH+](CC4)CC=C2)C5=CC=CC=C5N3)C(=O)OC)O The molecule is an ammonium ion derivative resulting from the protonation of the tertiary amino group of (-)-(R)-19-hydroxytabersonine. The major species at pH 7.3. It is an ammonium ion derivative and an indole alkaloid cation. It is a conjugate acid of a 19-Hydroxytabersonine.